COC1=C2C(C(=C(OC2=CC(=C1)OC)C1=CC(=C(C(=C1)OC)OC)OC)OCCCN(C1CCNCC1)C)=O 5,7-dimethoxy-3-(3-(methyl-(piperidin-4-yl)amino)propoxy)-2-(3,4,5-trimethoxyphenyl)-4H-chromene-4-one